C(C)NC1=NC(=NC(=N1)NC1=CC=C(C=C1)NC1=CC=CC=C1)S 4-(ethylamino)-6-{[4-(phenylamino)phenyl]amino}-1,3,5-triazine-2-thiol